[N+](=O)([O-])C1=CC=C(C(=O)OC2CC(C2)N2N=NC(=C2C)Br)C=C1 (1s,3s)-[3-(4-bromo-5-methyl-triazol-1-yl) cyclobutyl] 4-nitrobenzoate